6-(2,2,2-Trifluoroethyl)quinazolin FC(CC=1C=C2C=NC=NC2=CC1)(F)F